CN1C=2C(=NC=NC2NC(C1)=O)C1=CC=C(C(=O)O)C=C1 4-(5-methyl-7-oxo-5,6,7,8-tetrahydropteridin-4-yl)benzoic acid